CC(C)(C)SSC(C)(C)C (1,1-dimethylethyl) disulfide